C(C)(C)(C)C(C(=O)OO)CCCCC(C)(C)C.C(CCCCCC(C)(C)C)(=O)OOC(C)(C)C tert-butyl peroxyneodecanoate (tert-butyl peroxyneodecanoate)